1-(Benzyloxy)-3-bromo-2-(bromomethyl)-4-chlorobenzene C(C1=CC=CC=C1)OC1=C(C(=C(C=C1)Cl)Br)CBr